(S)-5-fluoro-3-((R)-5-isopropyl-3-(isoquinolin-1-yl)-4,5-dihydroisoOxazol-5-carboxamido)-4-oxopentanoic acid thiophen-2-ylmethyl ester S1C(=CC=C1)COC(C[C@@H](C(CF)=O)NC(=O)[C@@]1(CC(=NO1)C1=NC=CC2=CC=CC=C12)C(C)C)=O